NC1=CC=C(N=N1)C1CCN(CC1)C(=O)C1=NC=C(C(=C1)OC)OC1=CC=C(C=C1)OC1CC1 [4-(6-Amino-pyridazin-3-yl)-piperidin-1-yl]-[5-(4-cyclopropoxy-phenoxy)-4-methoxy-pyridin-2-yl]-methanone